FC=1C=C2C(=CN1)NC(=C2)C2=CC=C(C=C2)I 5-Fluoro-2-(4-iodophenyl)-1H-pyrrolo[2,3-c]pyridine